ClC1=C(C(=NC(=N1)SC)NC1=NN(C(=C1)C)C1OCCCC1)OC1CC1 6-chloro-5-cyclopropyloxy-N-(5-methyl-1-(tetrahydro-2H-pyran-2-yl)-1H-pyrazol-3-yl)-2-(methylthio)pyrimidin-4-amine